ethyl 4-[3-[4-(dimethylamino)phenyl]-4,4,4-trifluoro-3-hydroxy-but-1-ynyl]-2,6-dimethyl-7-oxo-1H-pyrrolo[2,3-c]pyridine-3-carboxylate CN(C1=CC=C(C=C1)C(C#CC=1C2=C(C(N(C1)C)=O)NC(=C2C(=O)OCC)C)(C(F)(F)F)O)C